2-hydroxy-3-(tetrahydrofuran-3-yl)cyclohepta-2,4,6-trien-1-one OC=1C(C=CC=CC1C1COCC1)=O